5-ethynyl-6-Fluoronaphth-2-ol C(#C)C1=C2C=CC(=CC2=CC=C1F)O